2-(6-methyl-3-oxo-indan-1-ylidene)-malononitrile CC1=CC=C2C(CC(C2=C1)=C(C#N)C#N)=O